C1(CCCCC1)C[C@H](C(=O)N1CC([C@@](CC1)(O)CN1C(C=C(C(=C1)C(=O)N1[C@@H](CNCC1)CO)C1=CC=CC=C1)=O)(C)C)C 1-(((R)-1-((R)-3-cyclohexyl-2-methylpropanoyl)-4-hydroxy-3,3-dimethylpiperidin-4-yl)methyl)-5-((S)-2-(hydroxymethyl)piperazine-1-carbonyl)-4-phenylpyridin-2(1H)-one